FC(CN1N=CC(=C1)CO)(F)F (1-(2,2,2-trifluoroethyl)-1H-pyrazol-4-yl)methanol